C(CCCC)=O n-pentanaldehyde